4-(4-((3-chloro-5-(methylsulfonyl)phenyl)carbamoyl)-1H-pyrazol-1-yl)piperidine-1-carboxylic acid tert-butyl ester C(C)(C)(C)OC(=O)N1CCC(CC1)N1N=CC(=C1)C(NC1=CC(=CC(=C1)S(=O)(=O)C)Cl)=O